CN1N=C(C2=CC=CC(=C12)N1CCN(CC1)C(C)(CCC1CCC(CC1)OC1=C(C(=CC=C1)B1OC(C(O1)(C)C)(C)C)C)C)C1C(NC(CC1)=O)=O 3-(1-methyl-7-(4-(2-methyl-4-((1r,4s)-4-(2-methyl-3-(4,4,5,5-tetramethyl-1,3,2-dioxaborolan-2-yl)phenoxy)cyclohexyl)butan-2-yl)piperazin-1-yl)-1H-indazol-3-yl)piperidine-2,6-dione